tin (oxo-tin) O=[Sn].[Sn]